FC=1C(=NC(=NC1)NC=1C=NC(=CC1)OCCOC)NC=1C=C(C=CC1)NC(C=C)=O N-(3-(5-fluoro-2-(6-(2-methoxyethoxy)pyridine-3-ylamino)pyrimidin-4-ylamino)phenyl)acrylamide